5-{2-acetamidoimidazo[1,2-b]pyridazin-6-yl}-2-methoxy-6-methyl-N-{[2-(oxolan-3-yloxy)phenyl]methyl}pyridine-3-carboxamide C(C)(=O)NC=1N=C2N(N=C(C=C2)C=2C=C(C(=NC2C)OC)C(=O)NCC2=C(C=CC=C2)OC2COCC2)C1